BrC1=C(C=C2C(=N1)C(CN2)(C)C)CC2=C(C=C(C=C2)F)OC 5-bromo-6-(4-fluoro-2-methoxybenzyl)-3,3-dimethyl-2,3-dihydro-1H-pyrrolo[3,2-b]pyridine